N1C=NC2=C1C=CC=C2N2CCS(CC2)(=O)=O 4-(1H-benzimidazol-4-yl)-1,4-thiazinan 1,1-dioxide